C(C)(C)(C)OC(=O)N1CC=2N=C(N=C(C2CC1)OC1=C(C=CC=C1)C(F)(F)F)NCCO[Si](C)(C)C(C)(C)C 2-([2-[(Tert-Butyldimethylsilyl)oxy]ethyl]amino)-4-[2-(trifluoromethyl)phenoxy]-5H,6H,7H,8H-pyrido[3,4-d]pyrimidine-7-carboxylic acid tert-butyl ester